N-(4-trifluoromethylphenyl)-2-methoxy-5-chlorobenzamide FC(C1=CC=C(C=C1)NC(C1=C(C=CC(=C1)Cl)OC)=O)(F)F